C1(=CC=CC=C1)P(C1=CC=C2C=3C=CC=CC3C3(C2=C1)C1=CC=CC=C1C=1C=CC=CC13)C1=CC=CC=C1 7-(diphenylphosphino)-(9,9'-spirobifluorene)